BrC=1C=C2CCOCC2=C(C1)[C@H](CC=C)NS(=O)(=O)C(C)(C)C (S)-N-(1-(6-bromoisochroman-8-yl)but-3-en-1-yl)-2-methylpropane-2-sulfonamide